1-(1-(6-Chloro-1-(3-(methylsulfonyl)phenyl)-1H-indazol-3-yl)ethyl)-3-(3-fluoro-4-Isopropoxyphenyl)-1H-pyrazolo[3,4-d]pyrimidin-4-amine ClC1=CC=C2C(=NN(C2=C1)C1=CC(=CC=C1)S(=O)(=O)C)C(C)N1N=C(C=2C1=NC=NC2N)C2=CC(=C(C=C2)OC(C)C)F